2-{[8-(4-amino-3-acetamidophenyl)-3-oxo-1H,2H,3H-benzo[e]isoindol-2-yl]methyl}prop-2-enamide NC1=C(C=C(C=C1)C=1C=CC2=C(C=3CN(C(C3C=C2)=O)CC(C(=O)N)=C)C1)NC(C)=O